2-(hydroxymethyl)-2-methyl-4,7-dihydro-1H-pyrrolo[3',2':5,6]Pyrido[3,4-b]Pyrazin-3(2H)-one OCC1(NC2=C(NC1=O)C=NC1=C2C=CN1)C